S1C(=NC2=C1C=CC=C2)OC2=CC=C(C=C2)CCC(CC)(O)C(F)(F)F 1-[4-(1,3-benzothiazol-2-yloxy)phenyl]-3-(trifluoromethyl)pentan-3-ol